IC1=CC=C(C=C1)N1CCC(CC1)CCN1CCC(CC1)C1=CC=C(C=C1)C1C(NC(CC1)=O)=O 3-[4-[1-[2-[1-(4-iodophenyl)-4-piperidyl]ethyl]-4-piperidyl]phenyl]piperidine-2,6-dione